N[C@H](C(=O)N)C[C@H]1C(NC2(CC2)C1)=O (2S)-2-amino-3-[(6R)-5-oxo-4-azaspiro[2.4]heptan-6-yl]propanamide